O1CCOCCN(CCOCCOCCN(CC1)CC1=CC=CC(=N1)C(=O)O)CC1=CC=CC(=N1)C(=O)O 6,6'-((1,4,10,13-tetraoxa-7,16-diazacyclooctadecane-7,16-diyl)bis(methylene))dipicolinic acid